N1(CCCC1)CCC1=CNC=2C=CC=C(C12)O 3-(2-pyrrolidin-1-ylethyl)-1H-indol-4-ol